C(CC)(=S)OC(CCC)O Butanediol Bisthiopropionate